9-oxa-2,11,15,17-tetraazatetracyclo[8.7.1.02,7.014,18]octadeca-1(17),10(18),11,13,15-pentaene C=12N3CCCCC3COC=3N=CC=C(N=CN1)C23